FC1=CC=CC2=C1N=C(OC2=O)C 8-fluoro-2-methyl-4H-benzo[d][1,3]oxazin-4-one